6-(3,5-dimethyl-1H-pyrazol-1-yl)nicotinaldehyde CC1=NN(C(=C1)C)C1=NC=C(C=O)C=C1